N1(CC2(C3=CC=CC=C13)CCC1(CC2)CC1)C(=O)C1=CC(=CC=C1)S(=O)(=O)N1CCCCC1 dispiro[cyclopropane-1,1'-cyclohexane-4',3''-indolin]-1''-yl(3-(piperidin-1-ylsulfonyl)phenyl)methanone